monododecyl ether phosphate triethanolamine salt N(CCO)(CCO)CCO.P(=O)(O)(O)O.C(CCCCCCCCCCC)OCCCCCCCCCCCC